C1(=CC=CC=C1)NP([O-])(=O)CC1=CC=C(C=C1)C=1OC(=NN1)C(F)(F)F N-phenyl-P-(4-(5-(trifluoromethyl)-1,3,4-oxadiazol-2-yl)benzyl)phosphonamidate